tert-butyl (R)-2-methylaziridine-1-carbamate CC1[N@@](C1)NC(=O)OC(C)(C)C